ClC1=C(C=CC=C1)C(C(=O)NC1=CC(=C(C=C1)N1N=C(N=C1)C(F)(F)F)S(N)(=O)=O)(F)F 2-(2-chlorophenyl)-2,2-difluoro-N-{3-sulfamoyl-4-[3-(trifluoromethyl)-1H-1,2,4-triazol-1-yl]phenyl}Acetamide